COC#CCCCCCCCC Methoxydec-1-yne